2,5-bis[(4-chlorophenyl)methylene]cyclopentanone ClC1=CC=C(C=C1)C=C1C(C(CC1)=CC1=CC=C(C=C1)Cl)=O